tert-butyl-4-oleoyloxyphenylacetic acid C(C)(C)(C)C(C(=O)O)C1=CC=C(C=C1)OC(CCCCCCC\C=C/CCCCCCCC)=O